C1(=CC=CC=C1)C1=NN=C(O1)C(=O)NCCNC(OC(C)(C)C)=O tert-butyl (2-(5-phenyl-1,3,4-oxadiazole-2-carboxamido)ethyl)carbamate